N1C=C(C2=CC=CC=C12)C1=C(N=CO1)C(=O)O 5-(1H-indole-3-yl)-oxazole-4-carboxylic acid